N1(CCCCC1)C(=O)OC1=CC=C(C=C1)[N+](=O)[O-] 4-Nitrophenyl piperidine-1-carboxylate